(2S)-2-Amino-N-(4-(((3'-(diethylamino)-3-oxo-3H-spiro[isobenzofuran-1,9'-xanthen]-6'-yl)oxy)methyl)phenyl)-4-methylpentanamide N[C@H](C(=O)NC1=CC=C(C=C1)COC=1C=C2OC=3C=C(C=CC3C3(C2=CC1)OC(C1=CC=CC=C13)=O)N(CC)CC)CC(C)C